NC1=NC(=NC=C1)[C@@H]1C[C@H](CCC1)O (1S,3S)-3-(4-aminopyrimidin-2-yl)cyclohexan-1-ol